O[C@H]1[C@@H](OC[C@@H]([C@H]1O)C[C@@H]1O[C@H]1[C@H]([C@H](C)O)C)C/C(=C/C(=O)NCC#C)/C (E)-4-[(2S,3R,4R,5S)-3,4-dihydroxy-5-[[(2S,3S)-3-[(1S,2S)-2-hydroxy-1-methyl-propyl]oxiran-2-yl]methyl]tetrahydropyran-2-yl]-3-methyl-N-prop-2-ynyl-but-2-enamide